ON=C(C1=C(C=CC=C1)F)Cl N-hydroxy-o-fluorobenzimidoyl chloride